C(#C)C=1C=C2C=C(C(=NC2=C(C1)OC)F)C 6-ethynyl-2-fluoro-8-methoxy-3-methylquinoline